C1(=CC=CC=C1)S(=O)(=O)C1=C(C(=NC(=C1)N1N=C(C=C1)OCCC1(CC1)C(F)(F)F)N1C(CC(C1)[Ge](C)(C)C)(C)C)C(=O)N (Benzenesulfonyl)-2-(2,2-dimethyl-4-trimethylgermyl-pyrrolidin-1-yl)-6-[3-[2-[1-(Trifluoromethyl)Cyclopropyl]Ethoxy]Pyrazol-1-yl]Pyridine-3-carboxamide